N-(cyclopropylmethyl)-6-[(3R)-3-methylmorpholin-4-yl]-2-(methylsulfanyl)pyrimidin-4-amine C1(CC1)CNC1=NC(=NC(=C1)N1[C@@H](COCC1)C)SC